FC(C=1C(=NC=CC1)C1(CC1)C(=O)O)F 1-(3-(difluoromethyl)pyridin-2-yl)cyclopropane-1-carboxylic acid